3-cyclohexene-1-methanol C1(CC=CCC1)CO